O1CCCC=C1C1=CC=2N=C(N=C(C2N=C1)N1CCOCC1)N1N=C(C=C1)C1=CC=CC=C1 4-(7-(3,4-dihydro-2H-pyran-6-yl)-2-(3-phenyl-1H-pyrazol-1-yl)pyrido[3,2-d]pyrimidin-4-yl)morpholine